NC=1C=C2CCN(C2=CC1)C(=O)OC(C)(C)C tert-Butyl 5-aminoindolin-1-carboxylate